1-iminodihydro-1H-1λ6-Thiophene 1-oxide N=S1(CCC=C1)=O